C1(CC1)C=1C(NC=2C=C(C=NC2C1)CN1CCN(CC1)C1=NC=C(C#N)C=C1)=O 6-(4-((7-Cyclopropyl-6-oxo-5,6-dihydro-1,5-naphthyridin-3-yl)methyl)piperazin-1-yl)nicotinonitrile